(2-aminothiazol-5-yl)(7-(3-fluoro-4-(trifluoro-methyl)phenoxy)-3,4-dihydroisoquinolin-2(1H)-yl)methanone NC=1SC(=CN1)C(=O)N1CC2=CC(=CC=C2CC1)OC1=CC(=C(C=C1)C(F)(F)F)F